C(C)(C)OC=1C=CC(=NC1)C1=NSC(=N1)NC1=NC=CC=C1C(C)C 3-(5-isopropoxy-pyridin-2-yl)-N-(3-isopropyl-pyridin-2-yl)-1,2,4-thiadiazol-5-amine